di(isopropenylmethyl)silane tert-butyl-3-[2-[2-[2-[[2-(2,6-dioxo-3-piperidyl)-1,3-dioxoisoindolin-4-yl]amino]ethoxy]ethoxy]ethoxy]propanoate C(C)(C)(C)OC(CCOCCOCCOCCNC1=C2C(N(C(C2=CC=C1)=O)C1C(NC(CC1)=O)=O)=O)=O.C(=C)(C)C[SiH2]CC(=C)C